FC(CCC(CCOC)=O)(F)F 6,6,6-trifluoro-1-methoxy-3-hexanone